C(#CC)N1C=C([C@H]2[C@H](O)[C@H](O)[C@@H](CO)O2)C(NC1=O)=O 1-propynylpseudouridine